6-fluoro-9H-pyrimido[4,5-b]indol-4-amine FC=1C=C2C3=C(NC2=CC1)N=CN=C3N